N-((6S,7S)-6-((2,2'-difluoro-[1,1'-biphenyl]-3-yl)methyl)-5-((R)-oxetane-2-carbonyl)-5-azaspiro[2.4]heptan-7-yl)-1-fluoromethanesulfonamide FC1=C(C=CC=C1C[C@@H]1N(CC2(CC2)[C@@H]1NS(=O)(=O)CF)C(=O)[C@@H]1OCC1)C1=C(C=CC=C1)F